C(#N)C(NC(=O)[C@@H]1[C@H]2C([C@H]2CN1C([C@H](C(C)(C)C)NC(C(F)(F)F)=O)=O)(C)C)C=1N=C2N(C(C1)=O)C=CN2 (1R,2S,5S)-N-(cyano(5-oxo-1,5-dihydroimidazo[1,2-a]pyrimidin-7-yl)methyl)-3-((S)-3,3-dimethyl-2-(2,2,2-trifluoroacetamido)butanoyl)-6,6-dimethyl-3-azabicyclo[3.1.0]hexane-2-carboxamide